tert-butyl 3-(6-(5-cyanopyrazin-2-ylamino)-3-(methylcarbamoyl)pyridazin-4-ylamino)cyclobutylcarbamate C(#N)C=1N=CC(=NC1)NC1=CC(=C(N=N1)C(NC)=O)NC1CC(C1)NC(OC(C)(C)C)=O